FC(C(=O)N1CC(C1)N1N=C(C=2N=C(N(C(C21)=O)C)C)C2=CC=C(C=C2)C(F)(F)F)=C 1-(1-(2-fluoroacryloyl)azetidin-3-yl)-5,6-dimethyl-3-(4-(trifluoromethyl)phenyl)-1,6-dihydro-7H-pyrazolo[4,3-d]pyrimidin-7-one